((4-(ethoxycarbonyl)-2-formyl-3-methylphenyl)thio)acetic acid C(C)OC(=O)C1=C(C(=C(C=C1)SCC(=O)O)C=O)C